4,6-dimethyl-N-(2-(piperidin-4-yl)phenyl)pyrimidin-2-amine CC1=NC(=NC(=C1)C)NC1=C(C=CC=C1)C1CCNCC1